1-(2-(1H-pyrazolo[3,4-b]pyridin-5-yl)-2-azaspiro[3.3]heptan-6-yl)-3-(5-(trifluoromethyl)pyridin-3-yl)urea N1N=CC=2C1=NC=C(C2)N2CC1(C2)CC(C1)NC(=O)NC=1C=NC=C(C1)C(F)(F)F